NC1=CN=NC2=CC(=CC=C12)C=1C=C(C=CC1N1N=NC=C1)B(O)O [3-(4-AMINOCINNOLIN-7-YL)-4-(1H-1,2,3-TRIAZOL-1-YL)PHENYL]BORONIC ACID